NC1=NC2=CC=C(C=C2C=C1C)C(=O)N(CC1=NC=C(C=C1)C(F)(F)F)CC1(CC1)C#N 2-amino-N-((1-cyanocyclopropyl)methyl)-3-methyl-N-((5-(trifluoromethyl)-2-pyridinyl)methyl)-6-quinolinecarboxamide